C(C)C1(OC2=CC(=CC=C2CC1)OC)C 2-ethyl-7-methoxy-2-methylchromane